ClCC(CN1CCOCC1)C (3-chloro-2-methylpropyl)morpholine